FC1=C(C(=CC=C1)F)C1=CC(=C(N=N1)C(=O)N)NC1=NC=C(C=C1F)N1CCN(CC1)C 6-(2,6-difluorophenyl)-4-((3-fluoro-5-(4-methylpiperazin-1-yl)pyridin-2-yl)amino)pyridazine-3-carboxamide